α-[[(1-methyl-4-piperidinyl)amino]methyl]-benzenemethanol hydrochloride Cl.CN1CCC(CC1)NCC(O)C1=CC=CC=C1